ClC1=CC=C(S1)C1=NOC(=N1)C1=CC2=C(N(N=N2)C(C)C)C=C1 5-[3-(5-chlorothiophen-2-yl)-1,2,4-oxadiazol-5-yl]-1-(propan-2-yl)-1H-1,2,3-benzotriazole